2-FLUORO-5-NITROBENZALDEHYDE FC1=C(C=O)C=C(C=C1)[N+](=O)[O-]